4-[4-(1,3-benzoxazol-2-yl)piperidin-1-yl]-N,1-dimethyl-2-oxo-1,2-dihydroquinoline-3-carboxamide O1C(=NC2=C1C=CC=C2)C2CCN(CC2)C2=C(C(N(C1=CC=CC=C21)C)=O)C(=O)NC